BrC1=CC(=C(S1)S(=O)(=O)N)CCOC 5-Bromo-3-(2-methoxyethyl)thiophene-2-sulfonamide